ClC1=C2C(=NC=C1)NC(C2CC)=O 4-chloro-3-ethyl-1,3-dihydropyrrolo[2,3-b]pyridin-2-one